N-hydroxy-3-(pyridin-2-ylsulfanyl)pyridine-4-carboximidamide ONC(=N)C1=C(C=NC=C1)SC1=NC=CC=C1